5-benzyl-2-[3-ethylsulfonyl-5-(trifluoromethyl)-2-pyridyl]-3-methyl-6-(trifluoromethyl)imidazo[4,5-c]pyridin-4-one C(C1=CC=CC=C1)N1C(C2=C(C=C1C(F)(F)F)N=C(N2C)C2=NC=C(C=C2S(=O)(=O)CC)C(F)(F)F)=O